FC1=CC=CC(=N1)C1=CC=C(CC=2N(C(C=3N(C2)C(=NC3)[C@H]3COCC3)=O)C)C=C1 (3S)-6-(4-(6-fluoropyridin-2-yl)benzyl)-7-methyl-3-(tetrahydrofuran-3-yl)imidazo[1,5-a]pyrazin-8(7H)-one